2-(1-((S)-2-hydroxypropyl)-1H-pyrazol-4-yl)-1-p-toluenesulfonyl-1H-pyrrole O[C@H](CN1N=CC(=C1)C=1N(C=CC1)S(=O)(=O)C1=CC=C(C)C=C1)C